C(C=C)C(C)(O[Si](OCC)(OCC)CCCN)CC=C diallyl-aminopropyl-triethoxysilane